5-[1-(5-amino-2-fluoro-4-pyridyl)-3-(trifluoromethyl)pyrazol-4-yl]-N-[3-chloro-4-[4-(piperidine-4-carbonyl)piperazine-1-carbonyl]phenyl]-1-methyl-imidazole-2-carboxamide NC=1C(=CC(=NC1)F)N1N=C(C(=C1)C1=CN=C(N1C)C(=O)NC1=CC(=C(C=C1)C(=O)N1CCN(CC1)C(=O)C1CCNCC1)Cl)C(F)(F)F